(5aS,6R,11bS)-14-(cyclopropylmethyl)-3-((1S,3S)-3-(4-methyl-1H-pyrazol-1-yl)cyclopentyl)-2,3,4,5,6,7-hexahydro-6,11b-(epiminoethano)naphtho[1,2-d]azepine-5a,10(1H)-diol C1(CC1)CN1CC[C@]23CCN(CC[C@]2([C@H]1CC1=CC=C(C=C13)O)O)[C@@H]1C[C@H](CC1)N1N=CC(=C1)C